4-(4-{3-[3-(tert-butylamino)pyrrolidin-1-yl]-1,2,4-triazin-6-yl}-3-hydroxyphenyl)-1H-pyrazole-3-carbonitrile dihydrochloride Cl.Cl.C(C)(C)(C)NC1CN(CC1)C=1N=NC(=CN1)C1=C(C=C(C=C1)C=1C(=NNC1)C#N)O